butoxy-7-(3-(morpholinomethyl)benzyl)imidazo[2,1-f][1,2,4]triazin-4-amine C(CCC)OC1=NN2C(C(=N1)N)=NC=C2CC2=CC(=CC=C2)CN2CCOCC2